5-(2-hydroxypropan-2-yl)thiophene OC(C)(C)C1=CC=CS1